BrCC=1C=NC2=CC=CC=C2C1 3-(bromomethyl)quinoline